2,2,6,6-tetramethyl-4-(4,4,5,5-tetramethyl-1,3,2-dioxaborolan-2-yl)-1,2,3,6-tetrahydropyridine CC1(NC(C=C(C1)B1OC(C(O1)(C)C)(C)C)(C)C)C